Palladium (II) oxygen [O+2].[Pd+2]